3-(2-Chloro-6-methyl-4-pyridyl)-2-(3-cyanophenyl)-N-[(3R)-pyrrolidin-3-yl]pyrazolo[1,5-a]pyrimidine-5-carboxamide ClC1=NC(=CC(=C1)C=1C(=NN2C1N=C(C=C2)C(=O)N[C@H]2CNCC2)C2=CC(=CC=C2)C#N)C